3-pyridyl phosphonate P(OC=1C=NC=CC1)([O-])=O